1-((2-aminopyridin-4-yl)methyl)-3-(4-((trifluoromethyl)thio)phenyl)-1,3-diazaspiro[4.5]decane-2,4-dione NC1=NC=CC(=C1)CN1C(N(C(C12CCCCC2)=O)C2=CC=C(C=C2)SC(F)(F)F)=O